C(C)OC(=O)C1=C(C(=NC=C1OC1=C(C(=C(C=C1)F)F)OC)C(F)(F)F)OC 5-(3,4-difluoro-2-methoxy-phenoxy)-3-methoxy-2-(trifluoromethyl)pyridine-4-carboxylic acid ethyl ester